[Mg].[Si] silicon, magnesium salt